OC[C@H](C1=CC=CC=C1)NC1=NC(=NC=C1C(=O)N)NC1=CC(=C(C=C1)S(=O)(=O)C)C 4-[[(1S)-2-hydroxy-1-phenyl-ethyl]amino]-2-(3-methyl-4-methylsulfonyl-anilino)pyrimidine-5-carboxamide